C(CCCCCCCCCCC)(=O)[O-].C(CCCCCCCCCCC)(=O)[O-].C(CCCCCCCCCCC)(=O)[O-].[Al+3] aluminum trilaurate